BrC=1C=C(C=C2C=C(NC12)C#N)C 7-bromo-5-methyl-1H-indole-2-carbonitrile